2-[(4-bromo-2,5-dimethylphenyl)amino]-6-methyl-7H-pyrrolo[3,4-b]pyridin-5-one BrC1=CC(=C(C=C1C)NC1=CC=C2C(=N1)CN(C2=O)C)C